CN(C)C[C@@H]1N(CCN(C1)C(=O)O)C(=O)O (S)-2-((dimethylamino)methyl)piperazine-1,4-dicarboxylic acid